(1-(4-nitro-2-(trifluoromethyl)phenyl)piperidin-4-yl)methanol [N+](=O)([O-])C1=CC(=C(C=C1)N1CCC(CC1)CO)C(F)(F)F